(2,4-difluorophenyl)methan-amine FC1=C(C=CC(=C1)F)CN